tin dipalmitate C(CCCCCCCCCCCCCCC)(=O)[O-].C(CCCCCCCCCCCCCCC)(=O)[O-].[Sn+2]